FC1(CC(C1)C(=O)N1[C@H]2CN(C[C@@H]1CC2)C(=O)OC(C)(C)C)F tert-butyl (1R,5S)-8-(3,3-difluorocyclobutane-1-carbonyl)-3,8-diazabicyclo[3.2.1]octane-3-carboxylate